(8-ethynyl-7-fluoronaphthalen-1-yl)pinacol boronate B(O)O.C(#C)C=1C(=CC=C2C=CC=C(C12)CC(O)(C)C(C)(C)O)F